methyl 3-((1H-pyrrolo[2,3-b]pyridin-5-yl) oxy)-4'-oxo-2',3',4',5'-tetrahydro-[1,1'-biphenyl]-4-carboxylate N1C=CC=2C1=NC=C(C2)OC=2C=C(C=CC2C(=O)OC)C=2CCC(CC2)=O